BrC1=C(C(=C(C(=O)O)C=C1)C)N(C1CCOCC1)CC bromo-3-(ethyl-(tetrahydro-2H-pyran-4-yl)amino)-2-methylbenzoic acid